2-(2-chloro-4-(2-((1-(cyclopropylmethyl)-5-fluoro-1H-benzo[d]-imidazol-2-yl)-amino)-2-oxo-ethyl)phenoxy)-nicotinamide ClC1=C(OC2=C(C(=O)N)C=CC=N2)C=CC(=C1)CC(=O)NC1=NC2=C(N1CC1CC1)C=CC(=C2)F